NCCCC[C@@H](C1=NC=C2C=CC(=NC2=C1)C1=NC(=CC=C1)N1C[C@@H](O[C@@H](C1)C)C)C1=C(C(=O)N)C=CC(=C1S(=O)(=O)C)C ((R)-5-amino-1-(2-(6-((cis)-2,6-dimethylmorpholino)pyridin-2-yl)-1,6-naphthyridin-7-yl)pentyl)-4-methyl-3-(methylsulfonyl)benzamide